C(C=C)(=O)O.C(C=C)(=O)O.C(C=C)(=O)O.C(O)C(C=C)(CO)CO trimethylolpropylene triacrylate